F[C@H]1C[C@H](N(C1)C(CN1C[C@@H](CC1)NC1=CC=NC2=C(C=CC=C12)C(F)(F)F)=O)C#N (2S,4S)-4-fluoro-1-[2-[(3R)-3-[[8-(trifluoromethyl)-4-quinolyl]amino]pyrrolidin-1-yl]acetyl]pyrrolidine-2-carbonitrile